6-bromo-5-fluoro-N-[(E)-(4-fluoro-3-methoxy-phenyl)methyleneamino]-N-isobutyl-1,1-dioxo-1,2-benzothiazol-3-amine BrC1=CC2=C(C(=NS2(=O)=O)N(CC(C)C)/N=C/C2=CC(=C(C=C2)F)OC)C=C1F